ClC1=C(C=C(CNC(C(=O)NN)=O)C=C1)OC(F)(F)F N-(4-chloro-3-(trifluoromethoxy)benzyl)-2-hydrazino-2-oxoacetamide